(±)-4-{5-[(6-{3,5-dimethyl-4-[2,2,2-trifluoro-1-hydroxyethyl]-1H-pyrazol-1-yl}pyrimidin-4-yl)amino]-4-methoxy-1-methyl-1H-pyrazol-3-yl}benzonitrile CC1=NN(C(=C1[C@H](C(F)(F)F)O)C)C1=CC(=NC=N1)NC1=C(C(=NN1C)C1=CC=C(C#N)C=C1)OC |r|